FC(OC1=CC=C(C=C1)C=1C(NC2=CC=C(C=C2C1)C1=CC=C(C=C1)C1CCN(CC1)C1COC1)=O)F 3-[4-(difluoromethoxy)phenyl]-6-{4-[1-(oxetan-3-yl)piperidin-4-yl]phenyl}-1,2-dihydro-quinolin-2-one